F[Sb-](F)(F)(F)(F)F.F[Sb-](F)(F)(F)(F)F.C1(=CC=CC=C1)[SH+]C1=CC=CC=C1.C1(=CC=CC=C1)[SH+]C1=CC=CC=C1 bis(diphenylsulfonium) bis(hexafluoroantimonate)